Di-tert-butyl (6S*,7R*)-7-(prop-1-en-2-yl)-5-oxa-2-azaspiro[3.4]octane-2,6-dicarboxylate C=C(C)[C@@H]1[C@H](OC2(CN(C2)C(=O)OC(C)(C)C)C1)C(=O)OC(C)(C)C |o1:3,4|